NC1=C(C=C(C=N1)C1=NC(=NC(=N1)N1CCOCC1)N1CCN(CC1)CCCCC(=O)NO)C(F)(F)F 5-(4-(4-(6-amino-5-(trifluoromethyl)pyridine-3-yl)-6-morpholinyl-1,3,5-triazin-2-yl)piperazine-1-yl)-N-hydroxypentanamide